2,3-dibromo-6-fluoro-4-(trifluoromethyl)benzoic acid BrC1=C(C(=O)O)C(=CC(=C1Br)C(F)(F)F)F